[Si](C)(C)(C(C)(C)C)O[C@@H]1CN=C(C1)C(=O)OC methyl (3S)-3-[(tert-butyldimethylsilyl) oxy]-3,4-dihydro-2H-pyrrole-5-carboxylate